γ-aminopropyl-methyldimethoxysilane NCCC[Si](OC)(OC)C